2,2',2''-(10-(2-((2,5-dioxocyclopentyl)oxy)-2-oxoethyl)-1,4,7,10-tetraazacyclododecane-1,4,7-triyl)triacetic acid O=C1C(C(CC1)=O)OC(CN1CCN(CCN(CCN(CC1)CC(=O)O)CC(=O)O)CC(=O)O)=O